5-[[4-(2-hydroxyethyl)phenoxy]methyl]-3-methyl-1-(2-pyridyl)pyrazole OCCC1=CC=C(OCC2=CC(=NN2C2=NC=CC=C2)C)C=C1